C1(=CC=CC=C1)C1CC(CCCCCCCC1)=O Phenylcycloundecan-3-one